COCCN1C[C@@H]([C@H](CC1)NC(=O)C1=CC(=CC=2N(C=NC21)CC(F)(F)F)C#CCNC=2C(OC)=CC=C(C2)C(N(C)C)=O)C N-[(3S,4S)-1-(2-methoxyethyl)-3-methyl-4-piperidyl]-6-{3-[4-(N,N-dimethylcarbamoyl)-2-anisidino]-1-propynyl}-1-(2,2,2-trifluoroethyl)-1H-1,3-benzimidazole-4-carboxamide